C1(CC1)[C@]1(C(N(C[C@H]1C)C1=NN(C2=CN=CC=C21)C=2C=NN(C2)C2COC2)=O)C#N (3R,4S)-3-cyclopropyl-4-methyl-1-(1-(1-(oxetan-3-yl)-1H-pyrazol-4-yl)-1H-pyrazolo[3,4-c]pyridin-3-yl)-2-oxopyrrolidine-3-carbonitrile